3-(trifluoromethyl)bicyclo[1.1.1]pentan-1-carboxylic acid FC(C12CC(C1)(C2)C(=O)O)(F)F